FC(C)(F)C1=NC=CC(=N1)N1C=C(C=2C=NC(=CC21)CC(=O)N)N2CC(CC2)N(C)C (1-(2-(1,1-difluoroethyl)pyrimidin-4-yl)-3-(3-(dimethylamino)pyrrolidin-1-yl)-1H-pyrrolo[3,2-c]pyridin-6-yl)acetamide